Cl.S1C2=C(C=C1)C(=CC=C2)N2CCC(CC2)CN([C@@H]2CC1=C(N=C(S1)N)CC2)CCC (S)-N6-((1-(benzo[b]thiophen-4-yl)piperidin-4-yl)methyl)-N6-propyl-4,5,6,7-tetrahydrobenzo[d]thiazole-2,6-diamine hydrochloride salt